methyl 6-(benzyloxy)-9-(N-cyclopropylsulfamoyl)-[1,2,4]triazolo[5,1-a]isoquinoline-5-carboxylate C(C1=CC=CC=C1)OC1=C(N2C(C3=CC(=CC=C13)S(NC1CC1)(=O)=O)=NC=N2)C(=O)OC